CS(=O)(=O)C=1C=CC(=NC1)N 5-(methylsulfonyl)pyridin-2-amine